N1C=NC=2N=CNC2C1=O hypoxanthine